(R)-1-[6-({4-[2-amino-6-(3-cyano-2-methoxyphenyl)-4-pyrimidinyl]-1H-1,2,3-triazol-1-yl}methyl)-2-pyridinyl]-2-pyrrolidinecarboxylic acid NC1=NC(=CC(=N1)C=1N=NN(C1)CC1=CC=CC(=N1)N1[C@H](CCC1)C(=O)O)C1=C(C(=CC=C1)C#N)OC